(2S,5R)-5-[(benzyloxy)amino]piperidine-2-carboxamide C(C1=CC=CC=C1)ON[C@@H]1CC[C@H](NC1)C(=O)N